(2R,3R,4R,5S)-1-{6-[(3-benzyl-5-methoxyphenyl)amino]hexyl}-2-(hydroxymethyl)piperidine-3,4,5-triol C(C1=CC=CC=C1)C=1C=C(C=C(C1)OC)NCCCCCCN1[C@@H]([C@H]([C@@H]([C@H](C1)O)O)O)CO